1,3,5-trivinyl-1,3,5-trimethyl-1,3,5-trisilacyclohexane C(=C)[Si]1(C[Si](C[Si](C1)(C)C=C)(C)C=C)C